IC1=C(C(C(=O)[O-])=CC=C1)OCl iodochlorosalicylate